1-(4-Cyclohexyl-3,4-dihydroquinoxaline-1(2H)-yl)-2-(4-methylpiperazin-1-yl)propan-1-one C1(CCCCC1)N1CCN(C2=CC=CC=C12)C(C(C)N1CCN(CC1)C)=O